FC1=C(C=C(COC=2C3=C(N=C(N2)N(CCOC)CCOC)C(=NC(=N3)N(CCOC)CCOC)N3CCC(CC3)OC)C=C1)OC 4-((4-fluoro-3-methoxybenzyl)oxy)-N2,N2,N6,N6-tetrakis(2-methoxyethyl)-8-(4-methoxypiperidin-1-yl)pyrimido[5,4-d]pyrimidine-2,6-diamine